benzotriazol-1-yl-oxy-tris-(dimethylamino)phosphine hexafluorophosphate F[P-](F)(F)(F)(F)F.N1(N=NC2=C1C=CC=C2)OP(N(C)C)(N(C)C)N(C)C